C(C)(C)(C)OC(=O)N1CCC(=CC1)OS(=O)(=O)C(F)(F)F 4-(((Trifluoromethyl)sulfonyl)oxy)-3,6-dihydropyridine-1(2H)-carboxylic acid tert-butyl ester